ClC1=NC(=C2C(=N1)NN=C2C)OC2CCN(CC2)C(C)C 6-chloro-4-((1-isopropylpiperidin-4-yl)oxy)-3-methyl-1H-pyrazolo[3,4-d]Pyrimidine